BrC1=C(SC2=C1N=C(N(C2=O)C([2H])([2H])[2H])C21CCC(CC2)(CC1)C=1SC(=NN1)C)C 7-bromo-6-methyl-2-[4-(5-methyl-1,3,4-thiadiazol-2-yl)bicyclo[2.2.2]octan-1-yl]-3-(trideuteriomethyl)-3,4-dihydrothieno[3,2-d]pyrimidin-4-one